OCC1=NC=C(C(=O)OCC)C=C1C=1C=CC=C2C=CNC12 ethyl 6-(hydroxymethyl)-5-(1H-indol-7-yl)nicotinate